4-[dioxo(vinyl)-λ6-sulfanyl]-1-(4-methylpyridin-2-yl)piperazine O=S(N1CCN(CC1)C1=NC=CC(=C1)C)(C=C)=O